1-(2-nitrobenzyl)-4-(4,4,5,5-tetramethyl-1,3,2-dioxaborolan-2-yl)-1H-pyrazole [N+](=O)([O-])C1=C(CN2N=CC(=C2)B2OC(C(O2)(C)C)(C)C)C=CC=C1